(3R)-1-{4-[(2S)-2,3-dihydro-1,4-benzodioxin-2-yl]benzyl}piperidine-3-carboxylic acid O1[C@H](COC2=C1C=CC=C2)C2=CC=C(CN1C[C@@H](CCC1)C(=O)O)C=C2